(1S,3R,5R,7S)-3-(aminomethyl)adamantan-1-ol hydrochloride Cl.NCC12CC3(C[C@@H](C[C@H](C1)C3)C2)O